3-(3-(6-aminopyridin-2-yl)-phenyl)-2,2-dimethylpropionic acid tert-butyl ester C(C)(C)(C)OC(C(CC1=CC(=CC=C1)C1=NC(=CC=C1)N)(C)C)=O